2-chloroethylamine chloride HCl Cl.[Cl-].ClCCN